O1C(=C(C=C1)C(=O)O)C(=O)O.C(CCCCCCCCC)O monodecanol furandicarboxylate